N,N-bis(2-methoxyethyl)aminosulfur trifluoride COCCN(CCOC)S(F)(F)F